1-(2,6-dimethylpyridin-3-yl)-N-((5-(pyridin-4-yl)-1,3,4-thiadiazol-2-yl)methyl)-1H-1,2,3-triazole-4-carboxamide CC1=NC(=CC=C1N1N=NC(=C1)C(=O)NCC=1SC(=NN1)C1=CC=NC=C1)C